N-(5-hydroxypyridin-2-yl)-4-methoxybenzamide OC=1C=CC(=NC1)NC(C1=CC=C(C=C1)OC)=O